N-[(Perfluorooctylsulfonamido)propyl]-N,N,N-trimethylammonium iodide [I-].FC(C(C(C(C(C(C(C(F)(F)F)(F)F)(F)F)(F)F)(F)F)(F)F)(F)F)(S(=O)(=O)NCCC[N+](C)(C)C)F